4-chloro-2-[3-(3-chlorophenyl)ureido]-N-(2-amino-ethyl)benzamide ClC1=CC(=C(C(=O)NCCN)C=C1)NC(=O)NC1=CC(=CC=C1)Cl